4-[4-(3-chlorobenzoyl)phenylthio]phenylbis(4-fluorophenyl)sulfonium hexafluoroantimonate F[Sb-](F)(F)(F)(F)F.ClC=1C=C(C(=O)C2=CC=C(C=C2)SC2=CC=C(C=C2)[S+](C2=CC=C(C=C2)F)C2=CC=C(C=C2)F)C=CC1